C(C)(=O)O.C\C(=C/CC1=C(C(=C(C(=C1C)O)OC)OC)O)\CC\C=C(\CC\C=C(\CC\C=C(\CC\C=C(\CC\C=C(\CC\C=C(\CC\C=C(\CC\C=C(\CCC=C(C)C)/C)/C)/C)/C)/C)/C)/C)/C (R)-2-[(2E,6E,10E,14E,18E,22E,26E,30E,34E)-3,7,11,15,19,23,27,31,35,39-decamethyltetraconta-2,6,10,14,18,22,26,30,34,38-decaenyl]-5,6-dimethoxy-3-methylbenzene-1,4-diol acetate